C(C)(C)(C)N1CC(CC1)COC=1C=CC2=C(C(=C(O2)C)C(=O)OCC)C1 tert-butyl-3-(((3-(ethoxycarbonyl)-2-methylbenzofuran-5-yl)oxy)methyl)pyrrolidine